phosphorus fluoride P(F)(F)F